BrC1=C(N=CS1)C1(COC1)F 5-bromo-4-(3-fluorooxetan-3-yl)thiazole